C(=O)C1(C=O)CC=C(O1)C=O 2,5-diformylfurfural